2-(2-chloro-6-fluorophenyl)thiazolidin-4-one ClC1=C(C(=CC=C1)F)C1SCC(N1)=O